FC(COC1=CC(=C(C=C1)[C@@H]1CC(N1C1=CC2=C(NC=N2)C=C1)=O)F)(C)F (S)-4-(4-(2,2-difluoropropoxy)-2-fluorophenyl)-1-(1H-benzo[d]imidazol-5-yl)azetidin-2-one